2-(4-[[2-(trimethylsilanyl)ethoxy]methyl]-13-oxa-2,4,10-triazatricyclo[7.5.0.0^[3,7]]-tetradec-1(9),2,5,7-tetraen-10-yl)benzamide C[Si](CCOCN1C2=NC=3COCCN(C3C=C2C=C1)C1=C(C(=O)N)C=CC=C1)(C)C